4-Chloro-5-[(6R)-6-methyl-1-[1-[2-(trifluoromethyl)phenyl]ethyl]-1h,4h,5h,6h,7h-[1,2,3]triazolo[4,5-c]pyridin-5-yl]-2-(oxazolidin-2-yl)-2,3-dihydropyridazin-3-one ClC=1C(N(N=CC1N1CC2=C(C[C@H]1C)N(N=N2)C(C)C2=C(C=CC=C2)C(F)(F)F)C2OCCN2)=O